[4-(6-amino-5-chloro-pyrimidin-4-yl)oxy-3-fluoro-phenyl]-1-(4-fluoro-2-pyridinyl)-5-(trifluoromethyl)pyrazole-4-carboxamide NC1=C(C(=NC=N1)OC1=C(C=C(C=C1)C1=NN(C(=C1C(=O)N)C(F)(F)F)C1=NC=CC(=C1)F)F)Cl